O[C@H]1CN(CC[C@@H]1[C@H]1N2C(C3=CC=CC=C13)=CN=C2)S(=O)(=O)N (3R,4R)-3-Hydroxy-4-((R)-5H-imidazo[5,1-a]isoindol-5-yl)piperidin-1-sulfonamid